6-methoxy-1,2,3,4-tetrahydro-2,7-naphthyridine COC=1C=C2CCNCC2=CN1